methyl (S)-2-((tert-butoxycarbonyl)amino)-3-(5-methyl-1,2,4-oxadiazol-3-yl)propanoate C(C)(C)(C)OC(=O)N[C@H](C(=O)OC)CC1=NOC(=N1)C